C(C)N(CC)[Zr](C1C=CC=C1)(N(CC)CC)N(CC)CC tri(diethylamino)cyclopentadienyl-zirconium